FC(C=1C(=CC(=C(C1)NC=1C=C(C=C2CCN(CC12)C(=O)NC)C1=CN(C(C=C1)=O)C)F)C=1C=NN(C1)C)F 8-((5-(difluoromethyl)-2-fluoro-4-(1-methyl-1H-pyrazol-4-yl)phenyl)amino)-N-methyl-6-(1-Methyl-6-oxo-1,6-dihydropyridin-3-yl)-3,4-dihydroisoquinoline-2(1H)-carboxamide